ClC1=C(C(=CC=C1)F)NC(C1=C(C=C(C(=C1)F)C1=NC(=CN=C1)C)O[C@H](C(F)(F)F)C)=O (S)-N-(2-chloro-6-fluorophenyl)-5-fluoro-4-(6-methylpyrazin-2-yl)-2-((1,1,1-trifluoropropan-2-yl)oxy)benzamide